C(C)(=O)C1=CC=C(C=C1)NC(=O)C1=NN2C(N=CC=C2C2=CC=C(C=C2)F)=C1 N-(4-acetylphenyl)-7-(4-fluorophenyl)pyrazolo[1,5-a]pyrimidine-2-carboxamide